3-(4-(2-((3-((tert-butyldiphenylsilyl)oxy)propyl)(methyl)amino)ethyl)-1,3-dioxolan-2-yl)propanoic acid [Si](C1=CC=CC=C1)(C1=CC=CC=C1)(C(C)(C)C)OCCCN(CCC1OC(OC1)CCC(=O)O)C